6-bromo-9H-carbazol-2-ol BrC=1C=C2C=3C=CC(=CC3NC2=CC1)O